COC=1C=C2C(=CC(=NC2=CC1)N(C)C1=CC(=CC=C1)C#C)C(F)(F)F 6-methoxy-N-(3-ethynylphenyl)-N-methyl-4-trifluoromethylquinolin-2-amine